(R)-3-(dimethylamino)-1-(thiophene-2-yl)propan-1-ol CN(CC[C@@H](O)C=1SC=CC1)C